potassium ammonia salt N.[K]